2-(1-cyanocyclopropyl)-N-[1-[2-[5-(2,2-difluoroethoxy)pyrimidin-2-yl]-1,2,4-triazol-3-yl]ethyl]-6-(trifluoromethyl)pyridine-4-carboxamide C(#N)C1(CC1)C1=NC(=CC(=C1)C(=O)NC(C)C=1N(N=CN1)C1=NC=C(C=N1)OCC(F)F)C(F)(F)F